C[C@H]1CN(CCC1)C1CCN(CC1)C=O [(3R)-3-methyl[1,4'-bipiperidine]-1'-yl]methanone